N[C@@H]1CN(CC[C@H]1F)C1=NC2=C(N1CC(=O)N(C)C)C=CC(=C2)Cl 2-(2-((3R,4R)-3-Amino-4-fluoropiperidin-1-yl)-5-chloro-1H-benzo[d]imidazol-1-yl)-N,N-dimethylacetamid